tert-butyl (trans-4-(4-bromophenylsulfonimidoyl)cyclohexyl)carbamate BrC1=CC=C(C=C1)S(=O)(=N)[C@@H]1CC[C@H](CC1)NC(OC(C)(C)C)=O